5-(3,4-dichlorophenyl)-7-(pyridin-3-yl)thiazolo[4,5-g]quinazolin-6,8(5H,7H)-dione ClC=1C=C(C=CC1Cl)N1C(N(C(C=2C=C3C(=CC12)SC=N3)=O)C=3C=NC=CC3)=O